N-ethyl-N-methyl-N'-(5-methyl-2-(methylsulfonyl)-4-(3-(trifluoromethyl)benzyl)phenyl)formimidamide C(C)N(C=NC1=C(C=C(C(=C1)C)CC1=CC(=CC=C1)C(F)(F)F)S(=O)(=O)C)C